(R)-N-((S)-1'-(5-bromo-3-(hydroxymethyl)pyrazin-2-yl)-5-(3-methoxyprop-1-yn-1-yl)-1,3-dihydrospiro[indene-2,4'-piperidin]-3-yl)-2-methylpropane-2-sulfinamide BrC=1N=C(C(=NC1)N1CCC2(CC1)CC1=CC=C(C=C1[C@H]2N[S@](=O)C(C)(C)C)C#CCOC)CO